ClC1=C(C(=NC=N1)N1CCC(CC1)OC=1C=C(C#N)C=CC1)C 3-((1-(6-chloro-5-methylpyrimidin-4-yl)piperidin-4-yl)oxy)benzonitrile